2-[4-(trifluoromethyl)cyclohexen-1-yl]-1,3,2-dioxaborolane FC(C1CC=C(CC1)B1OCCO1)(F)F